2-(4-cyclopropyl-6-methoxy-pyrimidin-5-yl)-5-methyl-7-[[4-[1-methyl-4-(trifluoromethyl)imidazol-2-yl]phenyl]methyl]pyrrolo[3,2-d]pyrimidine C1(CC1)C1=NC=NC(=C1C=1N=CC2=C(N1)C(=CN2C)CC2=CC=C(C=C2)C=2N(C=C(N2)C(F)(F)F)C)OC